CC1=C(NC(=C1SC1=CC=C(C=C1)C)C)C(=O)[O-] 3,5-dimethyl-4-(p-tolylthio)-1H-pyrrole-2-carboxylate